{1-piperidin-4-yl-3-[4-(7-{[2-(trimethylsilyl)ethoxy]methyl}-7H-pyrrolo[2,3-d]pyridin-4-yl)-1H-pyrazol-1-yl]azetidin-3-yl}acetonitrile trihydrochloride Cl.Cl.Cl.N1CCC(CC1)N1CC(C1)(N1N=CC(=C1)C1=C2C(C(C=N1)COCC[Si](C)(C)C)=NC=C2)CC#N